CC1(C2C3C4C=CC(C3C(C1)C2)C4)C(=O)OCCO 4-methyl-4-(hydroxyethoxycarbonyl)tetracyclo[6.2.1.13,6.02,7]Dodec-9-ene